NC1=NC=CC(=C1F)CC=1C(=C(C(=C(C(=O)NCC#C)C1)NC1=C(C=C(C=C1)C=O)F)F)F 5-((2-amino-3-fluoropyridin-4-yl)methyl)-2-((2-fluoro-4-formylphenyl)amino)-3,4-Difluoro-N-(prop-2-yn-1-yl)benzamide